2,2-Dimethyl-5-((S)-oxiran-2-yl)tetrahydrofuro[2,3-d][1,3]dioxole CC1(OC2C(O1)OC(C2)[C@H]2OC2)C